oxolinic ethyl ester C(C)OC(=O)C=1OCCC1